(R)-N-(5-((6-(3-(2-fluoro-3-(trifluoromethyl)phenyl)isoxazolidin-2-yl)pyrimidin-4-yl)amino)-4-methoxy-2-(4-propylpiperazin-1-yl)phenyl)acrylamide FC1=C(C=CC=C1C(F)(F)F)[C@@H]1N(OCC1)C1=CC(=NC=N1)NC=1C(=CC(=C(C1)NC(C=C)=O)N1CCN(CC1)CCC)OC